3-(2-((3r,5r,7r)-adamantan-1-yl)acetoxy)-2-(((diethylglycyl)oxy)methyl)propyl (9Z,12Z)-octadeca-9,12-dienoate C(CCCCCCC\C=C/C\C=C/CCCCC)(=O)OCC(COC(CC12CC3CC(CC(C1)C3)C2)=O)COC(CN(CC)CC)=O